1-((1r,3R,5S,7r)-3,5-dimethyladamantan-1-yl)-3-(2-fluoro-4-(4-(2-(1-propionylpiperidin-4-yl)acetyl)-1,4-diazepan-1-carbonyl)phenyl)urea C[C@]12CC3(CC(C[C@@](C1)(C3)C)C2)NC(=O)NC2=C(C=C(C=C2)C(=O)N2CCN(CCC2)C(CC2CCN(CC2)C(CC)=O)=O)F